ClC1=CC(=C(C(=C1)C)CC(=O)Cl)C (4-chloro-2,6-dimethylphenyl)acetyl chloride